tert-butyl N-[3-fluoro-4-[(3-fluoro-6,7-dimethoxy-4-quinolyl)methyl] phenyl]carbamate FC=1C=C(C=CC1CC1=C(C=NC2=CC(=C(C=C12)OC)OC)F)NC(OC(C)(C)C)=O